S=C=NC(OCC)=O ethyl N-(thioxomethylene)carbamate